tert-butyl N-[(2R,3S)-3-(4-amino-3-fluorophenyl)-1-(morpholin-4-yl)-1-oxobutan-2-yl]carbamate NC1=C(C=C(C=C1)[C@@H]([C@H](C(=O)N1CCOCC1)NC(OC(C)(C)C)=O)C)F